Cl.N1(CCC1)CCC(=O)C=1C(OC2=CC(=CC(=C2C1)C)O)=O 3-(3-azetidinyl-propionyl)-5-methyl-7-hydroxycoumarin hydrochloride